C1(CC1)C1=CC=C(C=C1)C1=NN(C=2C1=NC=CC2)C2CN(C2)C(C=C)=O 1-(3-(3-(4-cyclopropylphenyl)-1H-pyrazolo[4,3-b]pyridin-1-yl)-azetidin-1-yl)prop-2-en-1-one